3-((4-((8-(piperidin-1-yl)octyl)amino)phenyl)amino)piperidine-2,6-dione N1(CCCCC1)CCCCCCCCNC1=CC=C(C=C1)NC1C(NC(CC1)=O)=O